C(C)(C)(C)OC(=O)N1CCN(CC1)C1=NC(=NC2=C(C(=C(C=C12)Cl)C1=CC(=CC2=CC=CC=C12)O)F)OCCCN1CCC(CC1)OCC(=O)O 2-[[1-[3-[4-(4-tert-butoxycarbonylpiperazin-1-yl)-6-chloro-8-fluoro-7-(3-hydroxy-1-naphthyl)quinazolin-2-yl]oxypropyl]-4-piperidyl]oxy]acetic Acid